NC1=C2C(=NC=N1)N(N=C2C2=CC=C(C=C2)OC2=CC=CC=C2)C2CCN(CC2)C2CCN(CC2)CC2CCN(CC2)C=2C=C1C(N(C(C1=CC2)=O)[C@@H]2C(NC(CC2)=O)=O)=O (S)-5-(4-((4-(4-amino-3-(4-phenoxyphenyl)-1H-pyrazolo[3,4-d]pyrimidin-1-yl)-[1,4'-bipiperidin]-1'-yl)methyl)piperidin-1-yl)-2-(2,6-dioxopiperidin-3-yl)isoindoline-1,3-dione